3,5-dibromotrifluorotoluene BrC=1C=C(C(F)(F)F)C=C(C1)Br